C(CCC)C1=NC2(C(N1CC1=CC(=C(C=C1)C1=C(C=CC=C1)NS(=O)(=O)NC(C1=CC=CC=C1)=O)COCC)=O)CCCC2 N-(4'-((2-butyl-4-oxo-1,3-diazaspiro[4.4]non-1-en-3-yl)methyl)-2'-(ethoxymethyl)-[1,1'-biphenyl]-2-yl)sulfamoyl-benzamide